ethyl-beta-carboLin-3-carboxylic acid C(C)C1=NC(=CC=2C3=CC=CC=C3NC12)C(=O)O